(S)-2-amino-2-(5-(ethylsulfanyl)pyridin-2-yl)ethan-1-ol N[C@H](CO)C1=NC=C(C=C1)SCC